6-bromo-4-(1-ethoxyvinyl)-2-fluoronicotinate BrC1=NC(=C(C(=O)[O-])C(=C1)C(=C)OCC)F